N-((5-chloro-6-(thieno[3,2-b]pyridin-2-yl)-1H-indol-2-yl)methyl)acetamide ClC=1C=C2C=C(NC2=CC1C1=CC2=NC=CC=C2S1)CNC(C)=O